1-aminotrisilane N[SiH2][SiH2][SiH3]